1-Benzyl 6-(1,1,1,3,3,3-hexafluoropropan-2-yl) 6-azaspiro[2.5]octane-1,6-dicarboxylate C1(CC12CCN(CC2)C(=O)OC(C(F)(F)F)C(F)(F)F)C(=O)OCC2=CC=CC=C2